2-((5-cyclopropyl-2,3-dihydro-1H-inden-2-yl)amino)pyrimidine-5-carboxylic acid methyl ester COC(=O)C=1C=NC(=NC1)NC1CC2=CC=C(C=C2C1)C1CC1